ClC=1C=C(CO[C@@H]2CC[C@H](CC2)C(=O)NCC2=C(C(=C(C=C2)C(F)(F)F)C=2NC(C=C(N2)C)=O)F)C=CC1 trans-4-[(3-chlorobenzyl)oxy]-N-[2-fluoro-3-(4-methyl-6-oxo-1,6-dihydropyrimidin-2-yl)-4-(trifluoromethyl)benzyl]cyclohexane-1-carboxamide